(2S,4R)-tert-butyl 4-hydroxy-2-((2-hydroxy-4-(4-methylthiazol-5-yl)benzyl) carbamoyl)pyrrolidine-1-carboxylate O[C@@H]1C[C@H](N(C1)C(=O)OC(C)(C)C)C(NCC1=C(C=C(C=C1)C1=C(N=CS1)C)O)=O